N-[(5-chlorothiophen-2-yl)methyl]-3-(3-methylpiperidin-3-yl)-1-(thiophene-3-carbonyl)-1H-pyrazol-5-amine ClC1=CC=C(S1)CNC1=CC(=NN1C(=O)C1=CSC=C1)C1(CNCCC1)C